C(C1=CC=CC=C1)O[C@@H]1[C@H](O[C@@H]2OC(O[C@@H]21)(C)C)[C@@H](CO[Si](C)(C)C(C)(C)C)O (1R)-1-[(3aR,5R,6R,6aR)-6-Benzyloxy-2,2-dimethyl-3a,5,6,6a-tetrahydrofuro[2,3-d][1,3]dioxol-5-yl]-2-[tert-butyl(dimethyl)silyl]oxy-ethanol